FC(C=1OC(=NN1)N1[C@@H](C2=C(CC1)NC=N2)C2=NN1C(C=CC=C1C)=C2)F (S)-2-(difluoromethyl)-5-(4-(7-methylpyrazolo[1,5-a]pyridin-2-yl)-6,7-dihydro-1H-imidazo[4,5-c]pyridin-5(4H)-yl)-1,3,4-oxadiazole